3'-fluoro-5',6-dimethyl-2H-[1,4':2',2''-terpyridin] FC=1C(=NC=C(C1N1CC=CC=C1C)C)C1=NC=CC=C1